C12(CC2C1)C=O bicyclo[1.1.0]butane-1-carbaldehyde